N1=CC(=CC2=NC=CC=C12)NC1=CC=C(C=C1)[C@@H](C(F)(F)F)N(C(=O)C1CCS(CC1)(=O)=O)C (S)-N-(1-(4-((1,5-naphthyridin-3-yl)amino)phenyl)-2,2,2-trifluoroethyl)-N-methyltetrahydro-2H-thiopyran-4-carboxamide 1,1-dioxide